BrC1=C(C(=C(C(=C1)F)OCCBr)Br)F 1,3-dibromo-4-(2-bromoethoxy)-2,5-difluorobenzene